FC1=CC=C(C=C1)C1C(=C(N=C2N1C(CS2)=O)C)C(=O)OC(C)C isopropyl 5-(4-fluorophenyl)-7-methyl-3-oxo-2,3-dihydro-5H-thiazolo[3,2-a]pyrimidine-6-carboxylate